FC1(CN(CC1OC1=NC=C(C=C1)OC(F)(F)F)C=1C=2N(N=C(C1)N1C(NC(C=C1)=O)=O)C=CN2)F 8-(3,3-difluoro-4-((5-(trifluoromethoxy)pyridin-2-yl)oxy)pyrrolidin-1-yl)imidazo[1,2-b]pyridazin-6-yl-pyrimidine-2,4(1H,3H)-dione